methyl 3-[(cyanomethyl) amino]-2-fluorobenzoate C(#N)CNC=1C(=C(C(=O)OC)C=CC1)F